SC1=NNC(=N1)C 3-mercapto-5-methyl-1,2,4-triazole